2-chloro-N-(5-(8-ethyl-2-(((1r,4r)-4-(methyl(2,2,2-trifluoroethyl)amino)cyclohexyl)amino)quinazolin-6-yl)-6-methylpyridin-2-yl)benzenesulfonamide ClC1=C(C=CC=C1)S(=O)(=O)NC1=NC(=C(C=C1)C=1C=C2C=NC(=NC2=C(C1)CC)NC1CCC(CC1)N(CC(F)(F)F)C)C